C(C1=CC=CC=C1)OC1=NC=2CC(CCC2C(=N1)N1CCN(CC1)C(C=C)=O)N1CCC2=CC=CC=C12 1-(4-(2-(benzyloxy)-7-(indolin-1-yl)-5,6,7,8-tetrahydroquinazolin-4-yl)piperazin-1-yl)prop-2-en-1-one